2-(cyclohexylmethyl)-N-(1-methylsulfonylpyrazol-4-yl)-4-(trifluoromethyl)pyrazole-3-carboxamide C1(CCCCC1)CN1N=CC(=C1C(=O)NC=1C=NN(C1)S(=O)(=O)C)C(F)(F)F